benzyl 4-[2-[(2,4-dimethoxyphenyl)methylamino]-8-(4-hydroxy-4-methyl-cyclohexyl)-7-oxo-pyrido[2,3-d]pyrimidin-6-yl]-8-methyl-2,3-dihydroquinoxaline-1-carboxylate COC1=C(C=CC(=C1)OC)CNC=1N=CC2=C(N1)N(C(C(=C2)N2CCN(C1=C(C=CC=C21)C)C(=O)OCC2=CC=CC=C2)=O)C2CCC(CC2)(C)O